1-(3-(dimethylamino)propyl)-2-methyl-3-(4-methylquinazolin-2-yl)guanidine CN(CCCNC(=NC)NC1=NC2=CC=CC=C2C(=N1)C)C